N-(2-((5-chloro-2-((2-methoxy-5-(1-methyl-1H-pyrazol-4-yl)-4-(2-oxa-6-azaspiro[3.3]heptane-6-yl)phenyl)amino)pyrimidine-4-yl)amino)phenyl)methanesulfonamide ClC=1C(=NC(=NC1)NC1=C(C=C(C(=C1)C=1C=NN(C1)C)N1CC2(COC2)C1)OC)NC1=C(C=CC=C1)NS(=O)(=O)C